O.C(CC(O)(C(=O)O)CC(=O)O)(=O)[O-].[Na+].[OH-].[Na+] Sodium hydroxide Sodium citrate hydrate